C1(CCCCC1)[C@@H](C(NC=1C=C2CC(CC2=CC1)N1C(N[C@@H](C1)C(F)(F)F)=O)=O)NC(=O)C1=NON=C1C N-((1S)-1-cyclohexyl-2-oxo-2-((2-((S)-2-oxo-4-(trifluoromethyl)imidazolidin-1-yl)-2,3-dihydro-1H-inden-5-yl)amino)ethyl)-4-methyl-1,2,5-oxadiazole-3-carboxamide